(1-(2-fluorobenzoyl)-1H-pyrrol-3-yl)(piperidin-1-yl)methanone FC1=C(C(=O)N2C=C(C=C2)C(=O)N2CCCCC2)C=CC=C1